COCCOCC(S)OC 2-(2-methoxyethoxy)-1-methoxyethanethiol